CC=1SC(=C(N1)C1=CC=CC=C1)OC1=CC(=NC=C1)NC=1C=C(C=CC1)CC#N (3-((4-((2-methyl-4-phenylthiazol-5-yl)oxy)pyridin-2-yl)amino)phenyl)acetonitrile